C(C)(C)(C)OC(=O)N1CC2=NN(C=C2C1)C=1C(=NC(=CC1)OCC1=CC=CC=C1)OCC1=CC=CC=C1 2-(2,6-Bis-benzyloxy-pyridin-3-yl)-2,6-dihydro-4H-pyrrolo[3,4-c]pyrazole-5-carboxylic Acid Tert-Butyl Ester